5-aminobenzo[c][2,6]naphthyridin-9-carboxylic acid NC1=NC2=C(C3=CN=CC=C13)C=C(C=C2)C(=O)O